4-(prop-1-en-2-yl)-3,4-dihydroisoquinolin C=C(C)C1CN=CC2=CC=CC=C12